ClC1=C(C=C(C=C1)F)[C@@H]1COCCCN1C1=NC(=NC(=C1)C)N (R)-4-[3-(2-chloro-5-fluoro-phenyl)-1,4-oxazepan-4-yl]-6-methyl-pyrimidin-2-amine